N-(2-chloro-6-methylphenyl)-4-(cyclopropylamino)-2-((3-fluoro-4-(4-methylpiperazin-1-yl)phenyl)amino)pyrimidine-5-carboxamide ClC1=C(C(=CC=C1)C)NC(=O)C=1C(=NC(=NC1)NC1=CC(=C(C=C1)N1CCN(CC1)C)F)NC1CC1